[Br-].[NH4+] ammonium bromide